ClC=1C=C(C=CC1CN1C(=NC=C1)C)C=1C(=CC=C(C1)CC(C)C)S(=O)(=O)NC1=NC=CC=C1 3'-chloro-5-isobutyl-4'-((2-methyl-1H-imidazol-1-yl)methyl)-N-(pyridin-2-yl)-[1,1'-biphenyl]-2-sulfonamide